C1(CC1)C1=NC=NC(=C1C1=NC=C(C(=N1)OCC1=CC=C(C=C1)C=1N(C=C(N1)C(F)(F)F)C)C(C#N)(C)C)OC 2-[2-(4-cyclopropyl-6-methoxy-pyrimidin-5-yl)-4-[[4-[1-methyl-4-(trifluoromethyl)imidazol-2-yl]phenyl]methoxy]pyrimidin-5-yl]-2-methyl-propanenitrile